(S)-3-(tritylthio)propane-1,2-diol C(C1=CC=CC=C1)(C1=CC=CC=C1)(C1=CC=CC=C1)SC[C@H](CO)O